C(C)(C)(C)NC1=CC(=C2C(=N1)C=C(S2)C2=CC=NN2C2OCCCC2)NC2CCN(CC2)C N5-(tert-butyl)-N7-(1-methylpiperidin-4-yl)-2-(1-(tetrahydro-2H-pyran-2-yl)-1H-pyrazol-5-yl)thieno[3,2-b]pyridine-5,7-diamine